ClC=1C=CC(=C(C1)[C@H]1C[C@H](C1)NC(=O)C=1N=NN(C1)[C@H](C)C=1N=NC(=CC1C)N1C([C@@H]2C[C@@H]2C1)=O)C#N |o1:19| N-((cis)-3-(5-chloro-2-cyanophenyl)cyclobutyl)-1-((R or S)-1-(4-methyl-6-((1R,5S)-2-oxo-3-azabicyclo[3.1.0]hexan-3-yl)pyridazin-3-yl)ethyl)-1H-1,2,3-triazole-4-carboxamide